2-((2-(3-(2,5-dioxo-2,5-dihydro-1H-pyrrol-1-yl)propanamido)ethyl)disulfanyl)ethyl (4-nitrophenyl) carbonate C(OCCSSCCNC(CCN1C(C=CC1=O)=O)=O)(OC1=CC=C(C=C1)[N+](=O)[O-])=O